ClC1=C(C=NC=C1)NC(=O)N1CCN(CC1)CC1=CC2=C(OC(O2)(F)F)C=C1 4-(2,2-difluoro-benzo[1,3]dioxol-5-ylmethyl)-piperazine-1-carboxylic acid (4-chloro-pyridin-3-yl)-amide